Methyl-4-(methylcarbamoyl)-cyclohexane-1-carboxylate COC(=O)C1CCC(CC1)C(NC)=O